C(CC)(=O)OC(CC)=O propanoic acid anhydride